5-(((Tert-Butyldimethylsilyl)oxy)methyl)thiazole Ethyl-4-chloro-5-methyl-6,7-dihydro-5H-pyrrolo[2,3-d]pyrimidine-5-carboxylate C(C)OC(=O)C1(CNC=2N=CN=C(C21)Cl)C.[Si](C)(C)(C(C)(C)C)OCC2=CN=CS2